N1CCC(=CC1)C1=CC=C(N=N1)NC(=O)C12CC(C1)(C2)C(=O)NC2=CC=C(C=C2)CN bicyclo[1.1.1]pentane-1,3-dicarboxylic acid (4-aminomethyl-phenyl)-amide [6-(1,2,3,6-tetrahydro-pyridin-4-yl)-pyridazin-3-yl]-amide